5-chloro-N4-cyclopentyl-N2-(2-methoxy-4-((4-morpholinopiperidin-1-yl)sulfonyl)phenyl)-7H-pyrrolo[2,3-d]pyrimidine-2,4-diamine ClC1=CNC=2N=C(N=C(C21)NC2CCCC2)NC2=C(C=C(C=C2)S(=O)(=O)N2CCC(CC2)N2CCOCC2)OC